methyl 2-(1-((5-amino-2-methylphenyl)sulfonyl)piperidin-4-yl)acetate NC=1C=CC(=C(C1)S(=O)(=O)N1CCC(CC1)CC(=O)OC)C